4-Amino-2-(1,3-benzothiazol-2-yl)phenol NC1=CC(=C(C=C1)O)C=1SC2=C(N1)C=CC=C2